1-Tert-butyl N-[2-[3-[1-(2,6-dioxo-3-piperidyl)-3-methyl-2-oxo-benzimidazol-4-yl]prop-2-ynoxy]ethyl]-N-methyl-carbamate O=C1NC(CCC1N1C(N(C2=C1C=CC=C2C#CCOCCN(C(OC(C)(C)C)=O)C)C)=O)=O